Cl.NC1=C2CN(C(C2=CC=C1)=O)C1C(N(C(CC1)=O)CC1=CC=CC=C1)=O 3-(4-amino-1-oxoisoindolin-2-yl)-1-benzylpiperidine-2,6-dione hydrochloride